lead tri-stearate C(CCCCCCCCCCCCCCCCC)(=O)[O-].C(CCCCCCCCCCCCCCCCC)(=O)[O-].C(CCCCCCCCCCCCCCCCC)(=O)[O-].[Pb+3]